N-Maleoyl-β-Alanin C(\C=C/C(=O)O)(=O)NCCC(=O)O